Gallium(III) nitrit N(=O)[O-].[Ga+3].N(=O)[O-].N(=O)[O-]